6-bromo-4-methoxy-1-(tetrahydro-2H-pyran-2-yl)-1H-indazole BrC1=CC(=C2C=NN(C2=C1)C1OCCCC1)OC